CC1=NC(=C(C(=O)NC)C=C1C1=C(C=C(C=C1)NC(C(O)C1=CC(=CC(=C1)F)F)=O)C)N methyl-2-amino-5-(4-(2-(3,5-difluorophenyl)-2-hydroxyacetamido)-2-methylphenyl)-N-methylnicotinamide